N-(6-(2H-1,2,3-triazol-2-yl)-5-(trifluoromethyl)pyridin-3-yl)-5-chloro-2'-(dimethylamino)-2-fluoro-[1,1'-biphenyl]-4-carboxamide N=1N(N=CC1)C1=C(C=C(C=N1)NC(=O)C1=CC(=C(C=C1Cl)C1=C(C=CC=C1)N(C)C)F)C(F)(F)F